ClC1=CC2=C(N=N1)N(C=C2)C[C@@H]2[C@@H](CN(CC2)C)F Cis-4-({3-chloro-7H-pyrrolo[2,3-c]pyridazin-7-yl}methyl)-3-fluoro-1-methylpiperidine